OC(CCCCCCCCCCC(=O)[O-])CCCCCC.[Ba+2].N1N=CC2=CC=CC(=C12)CNC(\C=C\C1=CC=C(C=C1)[N+](=O)[O-])=O.OC(CCCCCCCCCCC(=O)[O-])CCCCCC (E)-N-[(1H-indazol-7-yl)methyl]-3-(4-nitrophenyl)acrylamide Barium 12-hydroxystearate